4-(4-(3,4-dimethoxyphenyl)butyl)-6-(3-methoxyphenyl)pyrimidine-2,4-diamine COC=1C=C(C=CC1OC)CCCCC1(NC(=NC(=C1)C1=CC(=CC=C1)OC)N)N